CN1C(=NN=C1)C(C=1C=C(N)C=CC1)C1COC1 3-((4-methyl-4H-1,2,4-triazol-3-yl)(oxetan-3-yl)methyl)aniline